C(C)(C)(C)OC(=O)N(C1(CC1)C(=O)O[C@@H](C(=O)N(C)[C@H](C(=O)OC(C=O)C)CC(C)(C)F)C)C 1-oxopropan-2-yl (2S)-2-[(2R)-2-[(1-[[(tert-butoxy)carbonyl](methyl)amino]cyclopropyl)carbonyloxy]-N-methylpropanamido]-4-fluoro-4-methylpentanoate